CN(C)CC1CCC2(CC1)OC1=C(O2)C(=C(C=C1C=1N=CSC1)C(=O)O)C 4'-[(dimethylamino)methyl]-7-methyl-4-(1,3-thiazol-4-yl)spiro[1,3-benzodioxole-2,1'-cyclohexane]-6-carboxylic acid